FC1=C2C=CNC2=CC(=C1OC=1C=CC(=C(C1)C=1NC(=CN1)C(C)(O)C=1C=C(C=CC1)CCC(=O)O)F)F 3-(3-(1-(2-(5-((4,6-difluoro-1H-indol-5-yl)oxy)-2-fluorophenyl)-1H-imidazol-5-yl)-1-hydroxyethyl)phenyl)propanoic acid